ClCC/C(=C(\C1=CC=CC=C1)/C1=CC=C(OCCNC)C=C1)/C1=CC=CC=C1 (Z)-2-(4-(4-chloro-1,2-diphenylbut-1-en-1-yl)phenoxy)-N-Methylethan-1-amine